(2R,3S,5R)-N-(4-azidophenyl)-3-(3,4-difluoro-2-methoxyphenyl)-5-methyl-5-(trifluoromethyl)tetrahydrothiophene-2-carboxamide N(=[N+]=[N-])C1=CC=C(C=C1)NC(=O)[C@@H]1S[C@](C[C@H]1C1=C(C(=C(C=C1)F)F)OC)(C(F)(F)F)C